FC(C1=NN(C(=C1C1=CC=CC=C1)F)C1=CC=C(C=C1)F)F 3-difluoromethyl-5-fluoro-4-phenyl-1-(4-fluorophenyl)-1H-pyrazole